amino-3-(1-naphthyl)-propionyl-leucyl-valine benzyl ester C(C1=CC=CC=C1)OC([C@@H](NC([C@@H](N(C(CCC1=CC=CC2=CC=CC=C12)=O)N)CC(C)C)=O)C(C)C)=O